1-(1-(spiro[3.3]heptan-2-yl)piperidin-4-yl)-1H-pyrazol C1C(CC12CCC2)N2CCC(CC2)N2N=CC=C2